m-{2-[(1R,2R)-2-hydroxycyclopentylamino]-6-(1-{[6-(1-hydroxycyclopentyl)-2-pyridinyl]methyl}-1H-1,2,3-triazol-4-yl)-4-pyrimidinyl}benzonitrile O[C@H]1[C@@H](CCC1)NC1=NC(=CC(=N1)C=1C=C(C#N)C=CC1)C=1N=NN(C1)CC1=NC(=CC=C1)C1(CCCC1)O